4-{2-[5-(1-amino-4-sulfonaphthalen-2-ylazo)pyridin-2-yl]phenoxy}butyric acid NC1=C(C=C(C2=CC=CC=C12)S(=O)(=O)O)N=NC=1C=CC(=NC1)C1=C(OCCCC(=O)O)C=CC=C1